fluoro-3-methyl-1H-indazol FN1N=C(C2=CC=CC=C12)C